C(C)(C)C1=C(C=2NC3=CC=CC=C3C2C=C1)C(C)C diisopropylcarbazole